OC(CN1C=NC=2C=NC=3C=C(C=CC3C21)C(=O)[O-])C 1-(2-hydroxypropyl)-1H-imidazo[4,5-c]quinoline-7-carboxylate